((5-fluoro-2,4-dioxo-3,4-dihydropyrimidin-1(2H)-yl) methyl) carbonate C(OCN1C(NC(C(=C1)F)=O)=O)([O-])=O